ClC=1C=C(C=CC1Cl)C(CN(C)C)NS(=O)(=O)C1=CC=C(C=C1)OC1=NC=CC=C1 N-(1-(3,4-dichlorophenyl)-2-(dimethylamino)ethyl)-4-(pyridin-2-yloxy)benzenesulfonamide